4-(5-((4-fluorobenzyl)sulfonyl)-3'-(trifluoromethoxy)-[1,1'-biphenyl]-3-yl)morpholine FC1=CC=C(CS(=O)(=O)C=2C=C(C=C(C2)C2=CC(=CC=C2)OC(F)(F)F)N2CCOCC2)C=C1